FC1=CC=C(C=C1)[C@@H](C([2H])([2H])O)NC1=NC(=NC=C1C=1OC=NN1)NC1=CC=C2C(N3N(C2=C1)COCC3)=O (S)-9-((4-((1-(4-fluorophenyl)-2-hydroxyethyl-2,2-d2)amino)-5-(1,3,4-oxadiazol-2-yl)pyrimidin-2-yl)amino)-3,4-dihydro-1H,6H-[1,3,4]oxadiazino[3,4-a]indazol-6-one